4-[4-(ethylamino)piperidin-1-yl]-N-(8-fluoro-7-methoxy-2-methylimidazo[1,2-a]pyridin-6-yl)-1H-indole-7-carboxamide C(C)NC1CCN(CC1)C1=C2C=CNC2=C(C=C1)C(=O)NC=1C(=C(C=2N(C1)C=C(N2)C)F)OC